O[C@H]1C[C@H](N(C1)C(=O)OC(C)(C)C)C(=O)OCCCCCCC(C(=O)OC(CCCCCCCC)CCCCCC)(C)C O1-tert-butyl O2-[8-(1-hexylnonoxy)-7,7-dimethyl-8-oxo-octyl] (2S,4S)-4-hydroxypyrrolidine-1,2-dicarboxylate